CCN(CC)CCNC(=O)C=C N-[2-(diethylamino)ethyl]acrylamide